Tert-butyl 4-[2-[4-[4-[6-chloro-4-(trifluoromethyl)-2-pyridyl]piperazin-1-yl]sulfonylanilino]-2-oxo-ethyl]piperazine-1-carboxylate ClC1=CC(=CC(=N1)N1CCN(CC1)S(=O)(=O)C1=CC=C(NC(CN2CCN(CC2)C(=O)OC(C)(C)C)=O)C=C1)C(F)(F)F